N1=C(C=CC=C1)/C=C/C(=O)O (2E)-3-(2-Pyridinyl)-2-propenoic acid